4-(4-(4-chlorophenyl)piperidin-1-yl)-3-methyl-1-((2-(trimethylsilyl)ethoxy)methyl)-1,3-dihydro-2H-benzo[d]imidazol-2-one ClC1=CC=C(C=C1)C1CCN(CC1)C1=CC=CC=2N(C(N(C21)C)=O)COCC[Si](C)(C)C